1-[3-(4-Bromo-2-methyl-2H-pyrazol-3-yl)-4-methoxy-phenyl]-3-(2-fluoro-phenyl)-urea BrC1=C(N(N=C1)C)C=1C=C(C=CC1OC)NC(=O)NC1=C(C=CC=C1)F